tert-butyl 4-(oxetan-3-yl)-2-oxo-1,2lambda4,3-oxathiazolidine-3-carboxylate O1CC(C1)C1N(S(OC1)=O)C(=O)OC(C)(C)C